{1-[(4-amino-6-{1,3,5-trimethylpyrazolo[4,3-d]pyrimidin-7-yl}-3H-1,3-benzodiazol-2-yl) carbamoyl] ethyl}-N-methylcarbamate NC1=CC(=CC=2N=C(NC21)NC(=O)C(C)OC(NC)=O)C=2C1=C(N=C(N2)C)C(=NN1C)C